C(C=1C(N(C=C(C1)B1OC(C(O1)(C)C)(C)C)C)=O)([3H])([3H])[3H] 3-(3H3)methyl-1-methyl-5-(tetramethyl-1,3,2-dioxaborolan-2-yl)-1,2-dihydropyridin-2-one